(S)-5-((6-((1,4-dioxan-2-yl)methoxy)-4-(benzyloxy)-3-ethylpyridin-2-yl)ethynyl)-2-methoxybenzonitrile O1[C@@H](COCC1)COC1=CC(=C(C(=N1)C#CC=1C=CC(=C(C#N)C1)OC)CC)OCC1=CC=CC=C1